(S)- and (R)-2-((4-chlorophenethyl)amino)-1-(6-(1-methyl-1H-imidazol-4-yl)-1H-indol-3-yl)-2-phenylethan-1-one ClC1=CC=C(CCN[C@H](C(=O)C2=CNC3=CC(=CC=C23)C=2N=CN(C2)C)C2=CC=CC=C2)C=C1 |r|